(R)-2-(1-propenylpiperidin-3-yl)-1-amino-4-(4-((4-ethylpyridin-2-yl)carbamoyl)phenyl)-1H-imidazole-5-carboxamide C(=CC)N1C[C@@H](CCC1)C=1N(C(=C(N1)C1=CC=C(C=C1)C(NC1=NC=CC(=C1)CC)=O)C(=O)N)N